tert-butyl (S)-4-(4-((3-((3-hydroxy-1-methoxy-1-oxopropan-2-yl)amino)-3-oxoprop-1-en-2-yl)carbamoyl)thiazol-2-yl)piperidine-1-carboxylate OC[C@@H](C(=O)OC)NC(C(=C)NC(=O)C=1N=C(SC1)C1CCN(CC1)C(=O)OC(C)(C)C)=O